BrC=1C=C(C(=NC1N1[C@@H](CC1)CO)C#N)[N+](=O)[O-] (S)-5-bromo-6-(2-(hydroxymethyl)azetidin-1-yl)-3-nitropicolinonitrile